((6-(Cyclopropanamido)-4-((3-(1-ethyl-1H-1,2,4-triazol-3-yl)-2-methoxyphenyl)amino)pyridazine-3-carbonyl)oxy)zinc C1(CC1)C(=O)NC1=CC(=C(N=N1)C(=O)O[Zn])NC1=C(C(=CC=C1)C1=NN(C=N1)CC)OC